1-({[(1R)-1-(4-chlorophenyl)-2-[(5-chloropyridin-2-yl)methyl]-7-fluoro-5-(1-methyl-1H-pyrazole-4-carbonyl)-3-oxo-2,3-dihydro-1H-isoindol-1-yl]oxy}methyl)cyclopropane-1-carboxamide ClC1=CC=C(C=C1)[C@@]1(N(C(C2=CC(=CC(=C12)F)C(=O)C=1C=NN(C1)C)=O)CC1=NC=C(C=C1)Cl)OCC1(CC1)C(=O)N